2-((4-(2-aminoacetylamino)phenyl)-amino)-4-(6,6-dimethyl-4-oxo-3-(trifluoromethyl)-4,5,6,7-tetrahydro-1H-indazol-1-yl)benzamide NCC(=O)NC1=CC=C(C=C1)NC1=C(C(=O)N)C=CC(=C1)N1N=C(C=2C(CC(CC12)(C)C)=O)C(F)(F)F